disodium lauramidoglutamate C(CCCCCCCCCCC)(=O)NN[C@@H](CCC(=O)[O-])C(=O)[O-].[Na+].[Na+]